NC(=O)C1=CC=C(CC2CCN(CC2)CCCN(C(=O)C2CCN(CC2)S(=O)(=O)C)C2=CC(=C(C=C2)Cl)Cl)C=C1 N-(3-{4-[4-(Aminocarbonyl)benzyl]-1-piperidinyl}propyl)-N-(3,4-dichlorophenyl)-1-(methylsulfonyl)-4-piperidinecarboxamide